O.P(=O)(O)(O)OC[C@@H]1[C@H]([C@H]([C@@H](O1)N1C(=O)N=C(N)C=C1)O)O cytidine monophosphate monohydrate